(S)-7-chloro-1,2,3,9-tetrahydropyrrolo[2,1-b]quinazoline-1-carboxylic acid ClC1=CC=2CN3C(=NC2C=C1)CC[C@H]3C(=O)O